2-(6-{5-chloro-2-[(oxan-4-yl)amino]pyrimidin-4-yl}-1-oxo-2,3-dihydro-1H-isoindol-2-yl)-N-[(1R)-1-cyclohexylethyl]acetamide ClC=1C(=NC(=NC1)NC1CCOCC1)C1=CC=C2CN(C(C2=C1)=O)CC(=O)N[C@H](C)C1CCCCC1